perfluoroethylvinyl ether FC(=C(C(C(F)(F)F)(F)F)F)OC(=C(F)C(C(F)(F)F)(F)F)F